5-chloro-2-(pyridin-4-yl)-4-(2,8-diazaspiro[4.5]decan-8-yl)pyrido[3,4-d]pyrimidine ClC1=CN=CC=2N=C(N=C(C21)N2CCC1(CCNC1)CC2)C2=CC=NC=C2